tin-antimony chloride hydrochloride Cl.[Sb](Cl)(Cl)Cl.[Sn]